(E)-4-(benzyloxy)-3-((2-(4-bromophenyl)hydrazineylidene)methyl)-1-methyl-1H-indole C(C1=CC=CC=C1)OC1=C2C(=CN(C2=CC=C1)C)/C=N/NC1=CC=C(C=C1)Br